N1=CC=C(C=C1)C1=NOC(=N1)C(=O)OC methyl 3-(4-pyridyl)-1,2,4-oxadiazole-5-carboxylate